(1S,2S)-N-[7-chloro-6-[4-((3R,4R)-4-hydroxy-3-methyl-tetrahydrofuran-3-yl)piperazin-1-yl]-3-isoquinolinyl]-2-(2-furanyl)cyclopropanecarboxamide ClC1=C(C=C2C=C(N=CC2=C1)NC(=O)[C@@H]1[C@H](C1)C=1OC=CC1)N1CCN(CC1)[C@@]1(COC[C@@H]1O)C